BrC1=CC=C2CCN3C(C2=C1)CCC3=O 9-bromo-2,5,6,10b-tetrahydro-1H-pyrrolo[2,1-a]isoquinolin-3-one